N,N-diisoamyl-monoethyl-amine C(CC(C)C)N(CCC(C)C)CC